tert-butoxycarbonyl-(methyl)glycine C(C)(C)(C)OC(=O)N(CC(=O)O)C